ethyl 3-cyclopropyl-5,7-dihydroxypyrazolo[1,5-a]pyrimidine-2-carboxylate C1(CC1)C=1C(=NN2C1N=C(C=C2O)O)C(=O)OCC